5-(3-(((1r,4r)-4-(5-chloro-2-methylnicotinamido)cyclohexyl)methyl)-5-methoxy-2-oxo-2,3-dihydro-1H-benzo[d]imidazol-1-yl)-N-methylpicolinamide ClC=1C=NC(=C(C(=O)NC2CCC(CC2)CN2C(N(C3=C2C=C(C=C3)OC)C=3C=CC(=NC3)C(=O)NC)=O)C1)C